[Br-].C(C(=C)C)(=O)OCCCCC[NH2+]C 5-(methacryloyloxy)pentylmethyl-ammonium bromide